FC(C#CC=1N=C2C(=NC1)N=C(S2)NC(=O)C=2C=NC(=CC2C2=CC(=NC=C2OC)C)C)F N-(6-(3,3-difluoroprop-1-yn-1-yl)thiazolo[4,5-b]pyrazin-2-yl)-5'-methoxy-2',6-dimethyl-[4,4'-bipyridine]-3-carboxamide